2-methyl-5-nitro-3-(trifluoromethoxy)pyridine tert-butyl-6-[2-(cyclopropylcarbamoyl)phenyl]sulfanyl-3-iodoindazole-1-carboxylate C(C)(C)(C)OC(=O)N1N=C(C2=CC=C(C=C12)SC1=C(C=CC=C1)C(NC1CC1)=O)I.CC1=NC=C(C=C1OC(F)(F)F)[N+](=O)[O-]